C1(=CC=CC=C1)[B-](C1=CC=CC=C1)(C1=CC=CC=C1)C1=CC=CC=C1.C1(=CC=CC=C1)[IH+] phenyliodonium tetraphenylborate